2'-butyl-1,7'-dimethyl-1H,3'H-2,5'-bibenzo[d]imidazole C(CCC)C=1NC2=C(N1)C(=CC(=C2)C2=NC1=C(N2C)C=CC=C1)C